(9E)-1,1-diethoxy-9-dodecene C(C)OC(CCCCCCC\C=C\CC)OCC